Br.BrCC1=NC=CC=C1C(F)F 2-(bromomethyl)-3-(difluoromethyl)pyridine hydrobromide